β-alanyl-1-methylhistidine NCCC(=O)N[C@@H](CC1=CN(C=N1)C)C(=O)O